(trimethylsilyl)ethynyl-phenol C[Si](C)(C)C#CC1=C(C=CC=C1)O